ClC=1C=NN(C1C(NC1=NC=C(C=C1C)C#CC1=CC(=CC=C1)F)=O)C1C[C@@H]2[C@@H](CN(C2)C(=O)NCC)C1 (3aR,5s,6aS)-5-[4-chloro-5-({5-[(3-fluorophenyl)ethynyl]-3-methylpyridin-2-yl}carbamoyl)-1H-pyrazol-1-yl]-N-ethylhexahydrocyclopenta[c]pyrrole-2(1H)-carboxamide